FC1=C(C=CC(=C1)C(F)(F)F)C1=NC(=NO1)CNC(=O)C1=NC=C(C=C1Cl)Cl N-((5-(2-fluoro-4-(trifluoromethyl)phenyl)-1,2,4-oxadiazol-3-yl)methyl)-3,5-dichloropyridine-2-carboxamide